COC1=CC(=CC2=C1N(N=N2)C)C(CC(=O)OCC)C2=CC(=C(C=C2)C)CN2S(C1=C(O[C@@H](C2)C)C=C(C=C1)OCCOC1CCNCC1)(=O)=O ethyl 3-(7-methoxy-1-methyl-benzotriazol-5-yl)-3-[4-methyl-3-[[(4R)-4-methyl-1,1-dioxo-7-[2-(4-piperidyloxy)ethoxy]-3,4-dihydro-5,1,2-benzoxathiazepin-2-yl]methyl]phenyl]propanoate